COCCOC1=CC=C(C=C1)N(S(=O)(=O)C1=C(SC=C1)C(=O)NC=1C=C(C(=O)OCC)C=CC1)C Ethyl 3-(3-(N-(4-(2-methoxyethoxy)phenyl)-N-methylsulfamoyl)thiophene-2-carboxamido)benzoate